ethylenebis-stearic acid, amide C(CCCCCCCCCCCCCCCCCCC(=O)N)CCCCCCCCCCCCCCCCCC(=O)N